CN1N=C(C=C1)CN1C(C=C(C2=C1N=C(N=C2)SC)C#C[Si](C(C)C)(C(C)C)C(C)C)=O 8-[(1-methylpyrazol-3-yl)methyl]-2-(methylsulfanyl)-5-[2-(triisopropylsilyl)ethynyl]pyrido[2,3-d]pyrimidin-7-one